C1=CC=CC=2C3=CC=CC=C3N(C12)C1=CC=C(C=C1)C1=CC=C(C=C1)N1C2=CC=CC=C2C=2C=CC=CC12 4,4'-bis(carbazol-9-yl)-1,1'-biphenyl